N-[4-(difluoromethoxy)-2,5-difluorophenyl]-5-(1,3-oxazol-2-yl)-1H-pyrrole-3-sulfonamide FC(OC1=CC(=C(C=C1F)NS(=O)(=O)C1=CNC(=C1)C=1OC=CN1)F)F